(R)-N-hydroxy-3-phenyl-4-(tetrahydro-2H-pyran-4-carbonyl)-2,3,4,5-tetrahydrobenzo[f][1,4]oxazepine-8-carboxamide ONC(=O)C1=CC2=C(CN([C@@H](CO2)C2=CC=CC=C2)C(=O)C2CCOCC2)C=C1